ethyl-N-(2-chloroacetyl)-N-phenylglycine C(C)C(N(C1=CC=CC=C1)C(CCl)=O)C(=O)O